7-fluoro-5-{2-(5-fluoro-2-oxospiro[indoline-3,4'-piperidin]-1'-yl)ethoxy}-1-(3-hydroxy-3-methylcyclobutyl)-1,3-dihydro-1,3-benzimidazol-2-one FC1=CC(=CC2=C1N(C(N2)=O)C2CC(C2)(C)O)OCCN2CCC1(CC2)C(NC2=CC=C(C=C21)F)=O